ethyl 3-(2,5-dichlorophenyl)-4,5-dihydro-1,2-oxazole-5-carboxylate ClC1=C(C=C(C=C1)Cl)C1=NOC(C1)C(=O)OCC